phenyl hexopyranosiduronic acid C1=CC=C(C=C1)OC2[C@@H]([C@H]([C@@H]([C@H](O2)C(=O)O)O)O)O